BrC1=CN(C=2N=C(N=CC21)Cl)[C@@H]2C[C@@H]([C@@H]1[C@H]2OC(O1)(C)C)CNC([O-])=O N-{[(3aR,4R,6R,6aS)-6-{5-bromo-2-chloropyrrolo[2,3-d]pyrimidin-7-yl}-2,2-dimethyl-tetrahydro-3aH-cyclopenta[d][1,3]dioxol-4-yl]methyl}carbamate